ClC=1C=C(C=CC1Cl)B(O)O 3,4-dichlorobenzeneboronic acid